FC1=C(C=CC(=N1)C(=O)NC([2H])([2H])[2H])N1CCN(CC1)CC=1C=C2NC(C(=NC2=CC1)CC)=O 6-fluoro-N-(methyl-d3)-5-(4-((3-oxo-2-ethyl-4H-quinoxalin-6-yl)methyl)piperazine-1-yl)pyridine-2-carboxamide